ClC1=C(CNC(=O)N2[C@H](CCC2)C(=O)NC=2SC=CN2)C=CC=C1C(F)(F)F (R)-N1-(2-Chloro-3-(trifluoromethyl)benzyl)-N2-(thiazol-2-yl)pyrrolidine-1,2-dicarboxamide